FC1=C(C(=CC=C1)F)C(C=O)(C)C 2-(2,6-di-fluorophenyl)-2-methylpropanal